3,5-dichloro-4-hydroxybenzoamide ClC=1C=C(C(=O)N)C=C(C1O)Cl